6-fluoro-7-trifluoromethylindole-2,3-dione FC1=CC=C2C(C(NC2=C1C(F)(F)F)=O)=O